3-(N-phenylamino)propyltripropoxysilane tert-butyl-4-(4-aminophenyl)piperidine-1-carboxylate C(C)(C)(C)OC(=O)N1CCC(CC1)C1=CC=C(C=C1)N.C1(=CC=CC=C1)NCCC[Si](OCCC)(OCCC)OCCC